FC=1C(=CC=2C3=C(NC(C2C1)=O)COC[C@@H]3N(C(=O)C=3NC1=CC=CC=C1C3)C)F (R)-N-(8,9-difluoro-6-oxo-1,4,5,6-tetrahydro-2H-pyrano[3,4-c]isoquinolin-1-yl)-N-methyl-1H-indole-2-carboxamide